((3aS,4R,7S,7aR)-2,2-dimethyl-7-((6-(trifluoromethyl)pyridin-2-yl)oxy)tetrahydro-4H-[1,3]dioxolo[4,5-c]pyran-4-yl)methanol CC1(O[C@H]2[C@H]([C@H](OC[C@@H]2OC2=NC(=CC=C2)C(F)(F)F)CO)O1)C